ClC1=C(C=C(C=C1)C1=CN(C(C=C1)=O)C(C)C)C[C@@H](C(=O)NC1=CC=C(C=C1)C1=NN=CN1C)NC(OC(C(F)(F)F)C)=O (2,2,2-trifluoro-1-methyl-ethyl) N-[(1S)-1-[[2-chloro-5-(1-isopropyl-6-oxo-3-pyridyl)phenyl]methyl]-2-[4-(4-methyl-1,2,4-triazol-3-yl)anilino]-2-oxo-ethyl]carbamate